N-[4-({[(3Z)-6-Bromo-2-oxo-1H-indol-3-ylidene](phenyl)methyl}amino)phenyl]-N-methyl-2-(4-methylpiperazin-1-yl)acetamide BrC1=CC=C2/C(/C(NC2=C1)=O)=C(\C1=CC=CC=C1)/NC1=CC=C(C=C1)N(C(CN1CCN(CC1)C)=O)C